(6-fluoro-7-(2-fluoro-6-methoxyphenyl)-1-(2-isopropyl-4-methylpyridin-3-yl)-3-nitro-2-oxo-1,2-dihydro-1,8-naphthyridin-4-yl)-3-(2-methoxy-2-oxoethyl)piperazine-1-carboxylic acid FC=1C=C2C(=C(C(N(C2=NC1C1=C(C=CC=C1OC)F)C=1C(=NC=CC1C)C(C)C)=O)[N+](=O)[O-])C1N(CCNC1CC(=O)OC)C(=O)O